SCCCC(C(=O)O)CCC(=O)O 2-(3-mercaptopropyl)-pentane-dioic acid